ClC1=CC(=C(C=C1)[C@H](C(F)(F)F)OC1=CC(=NC(=N1)OC1CCCCC1)N1CCC2(CC(NC2)C(=O)O)CC1)N1N=C(C=C1)C 8-(6-((R)-1-(4-chloro-2-(3-methyl-1H-pyrazol-1-yl)phenyl)-2,2,2-trifluoroethoxy)-2-(cyclohexyloxy)pyrimidin-4-yl)-2,8-diazaspiro[4.5]decane-3-carboxylic acid